O1CCOC2=C1C=CC(=C2)[C@H]2N(C(C1=CC=CC=C1[C@@H]2C(=O)O)=O)C2=CC1=CC=CC=C1C=C2 |r| (3S,4S) and (3R,4R)-3-(2,3-dihydro-1,4-benzodioxin-6-yl)-2-naphthalen-2-yl-1-oxo-1,2,3,4-tetrahydroisoquinoline-4-carboxylic acid